3-tertiary butyl-6-methylthio-1,3,5-triazine-2,4(1H,3H)-dione C(C)(C)(C)N1C(NC(=NC1=O)SC)=O